heptyl-anisol C(CCCCCC)C1=C(C=CC=C1)OC